4-chloro-1-((1-(cyclopropanecarbonyl)piperidin-4-yl)methyl)-N-(3-methyl-5-(phenylethynyl)pyridin-2-yl)-1H-pyrazole-5-carboxamide ClC=1C=NN(C1C(=O)NC1=NC=C(C=C1C)C#CC1=CC=CC=C1)CC1CCN(CC1)C(=O)C1CC1